CC1=CN=NC(=C1C)N1CC=2C=C(C=NC2CC1)C1=CN=NC=C1 4,5-dimethyl-6-(3-pyridazin-4-yl-7,8-dihydro-5H-1,6-naphthyridin-6-yl)pyridazine